FC=1C=C(NC=2OCC(CN2)(F)CO)C=C(C1OC1=C2C(=NC=C1)NC=C2C2COCC2)F (+/-)-[2-(3,5-difluoro-4-{[3-(tetrahydrofuran-3-yl)-1H-pyrrolo[2,3-b]pyridin-4-yl]oxy}anilino)-5-fluoro-5,6-dihydro-4H-1,3-oxazin-5-yl]methanol